Dimethyl-isopropyl-silane C[SiH](C(C)C)C